ClC1=NC=C(C(=N1)NCC1=CC=C(C=C1)C=1N(C=C(N1)C(F)(F)F)C(F)F)N 2-Chloro-N4-(4-(1-(difluoromethyl)-4-(trifluoromethyl)-1H-imidazol-2-yl)benzyl)pyrimidine-4,5-Diamine